CN1N=NN=C1C=1C=CC(=C(C1)O)C=1N=C2N(C=CC(=N2)C=2CC(NC(C2)(C)C)(C)C)C1 5-(1-methyl-1H-tetrazol-5-yl)-2-(7-(2,2,6,6-tetramethyl-1,2,3,6-tetrahydropyridin-4-yl)imidazo[1,2-a]pyrimidin-2-yl)phenol